C(C)(C)N(C=1N=C(C2=C(C=NNC2=O)N1)NC1=CC=C(C=C1)N1CCC(CC1)C(C(C)(C)O)=O)C(C)C 2-(diisopropylamino)-4-((4-(4-(2-hydroxy-2-methylpropanoyl)piperidin-1-yl)phenyl)amino)pyrimido[4,5-d]pyridazin-5(6H)-one